N1=C2C(=NC=C1)NC=C2C=2N=C(SC2)C=2C=C(C=CC2)[C@]2(CCN1C2=NC=C1)O (S)-7-(3-(4-(5H-pyrrolo[2,3-b]pyrazin-7-yl)thiazol-2-yl)phenyl)-6,7-dihydro-5H-pyrrolo[1,2-a]imidazol-7-ol